BrC1=CN=C2C(N(C=NN21)CC2(CCN(CC2)C(=O)OCC2=CC=CC=C2)O)=O benzyl 4-((7-bromo-4-oxoimidazo[2,1-f][1,2,4]triazin-3(4H)-yl) methyl)-4-hydroxypiperidine-1-carboxylate